N-(6-((5-bromo-2-((2-methoxy-5-(1-methyl-1H-pyrazol-4-yl)-4-(4-(4-methylpiperazin-1-yl)piperidin-1-yl)phenyl)amino)pyrimidin-4-yl)amino)-2,3-dihydrobenzofuran-5-yl)methanesulfonamide BrC=1C(=NC(=NC1)NC1=C(C=C(C(=C1)C=1C=NN(C1)C)N1CCC(CC1)N1CCN(CC1)C)OC)NC1=CC2=C(CCO2)C=C1NS(=O)(=O)C